C1(CC1)C(=O)N1CCC(C1)N1N=NC(=C1C(C)C)C (cyclopropanecarbonyl)-4-(5-isopropyl-4-methyl-1H-1,2,3-triazol-1-yl)pyrrolidin